C(CCCCC)OC1=C(C=CC=C1)B(O)O [2-(HEXYLOXY)PHENYL]BORANEDIOL